C([O-])(=O)OC1=C(C=CC=C1)CCCCCCCCCCCC.[Ca+2].C(CCCCCCCCCCC)C1=C(C=CC=C1)OC([O-])=O calcium lauryl-phenol carbonate